C[C@@H]1CN(C[C@@H](O1)C)C(=O)C=1C2=C(N(N1)CC(=O)N1CCC(CC1)C1=CC(=CC(=C1)C)F)CCC2 2-{3-[(2R,6S)-2,6-Dimethylmorpholin-4-carbonyl]-5,6-dihydrocyclopenta[c]pyrazol-1(4H)-yl}-1-[4-(3-fluoro-5-methylphenyl)piperidin-1-yl]ethan-1-on